C(C)(=O)[O-].C(CCCCCCCCCC)[N+]1=CC(=CC=C1)C 1-undecyl-3-methylpyridinium acetate